(S)-3-(3-fluoro-3-(4-(5,6,7,8-tetrahydro-1,8-naphthyridin-2-yl)butyl)azetidin-1-yl)-3-(3-fluoro-4-methoxyphenyl)propionic acid FC1(CN(C1)[C@@H](CC(=O)O)C1=CC(=C(C=C1)OC)F)CCCCC1=NC=2NCCCC2C=C1